NC1=NN(C=2CN(CCC21)CC)C(=O)C2CCNC1=C(C=C(C=C21)F)C (3-amino-6-ethyl-4,5,6,7-tetrahydro-pyrazolo[3,4-c]pyridin-1-yl)(6-fluoro-8-methyl-1,2,3,4-tetrahydro-quinolin-4-yl)methanone